6,10-dimethyldodecane-3,5,9-trien-2-one CC(=CC=CC(C)=O)CCC=C(CC)C